1-Isopropyl-2-(trifluoromethyl)-1h-benzimidazole-5-carboxylic acid C(C)(C)N1C(=NC2=C1C=CC(=C2)C(=O)O)C(F)(F)F